(3aR,7aS)-2-(2-ethylhexyl)-3a,4,7,7a-tetrahydro-1H-4,7-methanoisoindole-1,3(2H)-dione C(C)C(CN1C([C@H]2C3C=CC([C@H]2C1=O)C3)=O)CCCC